1,1-bis(4-methoxyphenyl)-2-propyn-1-ol COC1=CC=C(C=C1)C(C#C)(O)C1=CC=C(C=C1)OC